1-(2-(4-bromophenyl)propan-2-yl)pyridin-2(1H)-one BrC1=CC=C(C=C1)C(C)(C)N1C(C=CC=C1)=O